ClC=1C(=NC(=NC1)NC1CCOCC1)C1=CC=C2CN(C(C2=C1)=O)[C@@H](C(=O)O)CC (R)-2-(6-(5-chloro-2-((oxan-4-yl)amino)pyrimidin-4-yl)-1-oxoisoindolin-2-yl)butanoic acid